(R)-α-cyano-3-phenoxybenzyl (1S,3R)-3-(2,2-dichlorovinyl)-2,2-dimethylcyclopropanecarboxylate ClC(=C[C@@H]1C([C@H]1C(=O)O[C@H](C1=CC(=CC=C1)OC1=CC=CC=C1)C#N)(C)C)Cl